tert-butyl 4-((4-(2-(2,6-dioxopiperidin-3-yl)-1,3-dioxoisoindolin-5-yl)piperazin-1-yl)methyl)-4-hydroxypiperidine-1-carboxylate O=C1NC(CCC1N1C(C2=CC=C(C=C2C1=O)N1CCN(CC1)CC1(CCN(CC1)C(=O)OC(C)(C)C)O)=O)=O